CC1=NOC(=C1C=1C=C2C(=NC1)N(C=C2C2=CC=CC(=N2)C(=O)O)C(C)C2=NC=CC=C2)C 6-(5-(3,5-dimethylisoxazol-4-yl)-1-(1-(pyridin-2-yl)ethyl)-1H-pyrrolo[2,3-b]pyridin-3-yl)picolinic acid